O=S1C=CC2=C1C=CC=C2N2CCN(CC2)CCCCOC2=CC=C1C=CC(NC1=C2)=O 7-(4-(4-(1-oxobenzothiophen-4-yl)piperazin-1-yl)butoxy)quinolin-2(1H)-one